2-[[6-(1,3-benzothiazol-2-ylamino)-5-methyl-pyridazin-3-yl]-methyl-amino]-5-[3-[2-fluoro-4-[3-(4-hydroxybutylamino)prop-1-ynyl]phenoxy]propyl]thiazole-4-carboxylic acid S1C(=NC2=C1C=CC=C2)NC2=C(C=C(N=N2)N(C=2SC(=C(N2)C(=O)O)CCCOC2=C(C=C(C=C2)C#CCNCCCCO)F)C)C